N6-[(2R)-2-amino-2-phenyl-ethyl]-1-methyl-N4-[(2-methylcyclopropyl)methyl]pyrazolo[3,4-d]pyrimidine-4,6-diamine N[C@@H](CNC1=NC(=C2C(=N1)N(N=C2)C)NCC2C(C2)C)C2=CC=CC=C2